C1(CC1)C1=NC=C(C=N1)C(=O)N(C1=C(C=C(C=C1)F)S(=O)(=O)C)CC=1C=CC=2C3=C(C(=NC2C1)NCC1=C(C=C(C=C1)OC)OC)C=NN3C 2-cyclopropyl-N-[(4-{[(2,4-dimethoxyphenyl)methyl]amino}-1-methyl-1H-pyrazolo[4,3-c]quinolin-7-yl)methyl]-N-(4-fluoro-2-methanesulfonylphenyl)pyrimidine-5-carboxamide